1-Bromo-3-ethyl-adamantane BrC12CC3(CC(CC(C1)C3)C2)CC